2-(7-methoxyheptyl)-4,5-dihydrooxazole COCCCCCCCC=1OCCN1